P(=O)([O-])([O-])[O-].[Mg+2].[K+] Kalium-Magnesium Phosphat